10-(3-(9H-carbazol-9-yl)-5-(9,9-diphenylacridin-10(9H)-yl)phenyl)-5,10-dihydro-5,5-diphenylbenzo[b][1,7]naphthyridine C1=CC=CC=2C3=CC=CC=C3N(C12)C=1C=C(C=C(C1)N1C=2C=CC=CC2C(C2=CC=CC=C12)(C1=CC=CC=C1)C1=CC=CC=C1)N1C2=C(C(C=3C=CN=CC13)(C1=CC=CC=C1)C1=CC=CC=C1)C=CC=C2